(Tert-Butoxycarbonyl)-L-alanine C(C)(C)(C)OC(=O)N[C@@H](C)C(=O)O